N(C1=CC=CC=C1)C1=NC=NC(=N1)N1CCOCC1 4-anilino-6-morpholino-1,3,5-triazin